BrC=1C(=CC=2C(=NC(=C3C(C=CN(C23)[C@H]2[C@H]3CN([C@@H]2C3)C(=O)OC(C)(C)C)=O)SC)C1F)C tert-butyl (1R,4R,5S)-5-(8-bromo-7-fluoro-9-methyl-5-(methylthio)-4-oxobenzo[h][1,6]naphthyridin-1(4H)-yl)-2-azabicyclo[2.1.1]hexane-2-carboxylate